2-(6-{5-chloro-2-[(oxacyclohex-4-yl)amino]pyrimidin-4-yl}-1-oxo-2,3-dihydro-1H-isoindol-2-yl)-N-(1-cyclopropyl-2-hydroxyethyl)acetamide ClC=1C(=NC(=NC1)NC1CCOCC1)C1=CC=C2CN(C(C2=C1)=O)CC(=O)NC(CO)C1CC1